C1NCC12CN(CC2)CCNC(O[C@H]2[C@H](NC[C@@H]2O)CC2=CC=C(C=C2)OC)=O (2R,3S,4S)-4-hydroxy-2-[(4-methoxyphenyl)methyl]pyrrolidin-3-yl N-(2-{2,6-diazaspiro[3.4]octan-6-yl}ethyl)carbamate